ClC1=NC=C(C=N1)CN1C=CC=C2C1=NC(N(C2=O)C2=C(C=CC=C2F)F)=O 8-((2-chloropyrimidin-5-yl)methyl)-3-(2,6-difluorophenyl)pyrido[2,3-d]pyrimidin-2,4(3H,8H)-dione